O=S1(CC(C=C1)NC(=O)C=1C(NC(=CC1)N1CCCC1)=O)=O N-(1,1-dioxido-2,3-dihydrothiophen-3-yl)-2-oxo-6-(pyrrolidin-1-yl)-1,2-dihydropyridine-3-carboxamide